C(C1=CC=CC=C1)NC[14C]#N 2-(benzylamino)acetonitrile-1-14C